CS(=O)(=O)O[C@H]1C[C@@H](N(CC1)C(=O)O)C(=O)O (2R,4R)-4-((methylsulfonyl)oxy)piperidine-1,2-dicarboxylic acid